7a-(4-bromophenyl)-4b,5-dihydroxy-N-(2-hydroxy-2-methylpropyl)-4-methoxy-N-methyl-7-phenyl-4b,6,7,7a-tetrahydro-5H-cyclopenta[4,5]furo[2,3-c]pyridine-6-carboxamide BrC1=CC=C(C=C1)C12C(C3=C(C=NC=C3OC)O1)(C(C(C2C2=CC=CC=C2)C(=O)N(C)CC(C)(C)O)O)O